ethyl (E)-7-(3-(2-ethoxybenzylidene)-2,5-dioxopyrrolidinyl)heptanoate C(C)OC1=C(\C=C/2\C(N(C(C2)=O)CCCCCCC(=O)OCC)=O)C=CC=C1